N-(4-chloro-1-(2,2-difluoroethyl)-7-nitro-1H-indazol-3-yl)-N-(4-methoxybenzyl)methanesulfonamide rubidium dodecylbenzenedisulfonate C(CCCCCCCCCCC)OS(=O)(=O)C=1C(=CC=CC1)S(=O)(=O)[O-].[Rb+].ClC1=C2C(=NN(C2=C(C=C1)[N+](=O)[O-])CC(F)F)N(S(=O)(=O)C)CC1=CC=C(C=C1)OC